C[Si](C)(C)OC([C@H]1NCCC1)=O prolyl trimethyl-silyl ether